NC(=S)SCCC(S(=O)C)C1=CC=C(C=C1)Br 4-bromophenyl-[3-(methylsulfinyl) propyl] aminodithioformate